FC=1C=C(C=CC1F)NC(=O)C=1N(C=C2C1OC[C@@H]1[C@H](NS2(=O)=O)CN(C1)C(=O)OCC)C (3aS,10aS)-ethyl 8-((3,4-difluorophenyl)carbamoyl)-7-methyl-3a,4,10,10a-tetrahydro-1H,7H-dipyrrolo[3,4-b:3',4'-f][1,4,5]oxathiazocine-2(3H)-carboxylate 5,5-dioxide